C(#N)C1(CC1)NC([C@H](CC=1OC2=C(N1)C=CC(=C2)C2=CC(=NC=C2)C)NC(=O)C2=CC(=NN2C2CC2)C2(CC2)C)=O (S)-N-(1-((1-cyanocyclopropyl)amino)-3-(6-(2-methylpyridin-4-yl)benzo[d]oxazol-2-yl)-1-oxopropan-2-yl)-1-cyclopropyl-3-(1-methylcyclopropyl)-1H-pyrazole-5-carboxamide